((2r,5r)-5-(6-amino-9H-purin-9-yl)-2-ethynyl-2,5-dihydrofuran-2-yl)methanol NC1=C2N=CN(C2=NC=N1)[C@H]1C=C[C@@](O1)(C#C)CO